CO/C=C(/C(=O)OC)\C1=C(C=CC=C1)COC1=NC(=CC=C1)C(F)(F)F (E)-Methyl 3-methoxy-2-(2-(((6-(trifluoromethyl)pyridin-2-yl)oxy)methyl)phenyl)acrylate